7-iodo-4,5,8,9-tetrahydro-3-oxa-1,5a,9a-triazabenzo[cd]azulen-6(7H)-one IC1C(N2C3=C(C=NN3CC1)OCC2)=O